F[C@H]([C@@H](CO)N1CCS(CC1)(=O)=O)C 4-((2r,3s)-3-fluoro-1-hydroxybut-2-yl)thiomorpholine 1,1-dioxide